ClC1=C(OC=2C=C(C=CC2)[C@H](CC(=O)OCC)N[S@](=O)C(C)(C)C)C=CC=C1 ethyl (S)-3-(3-(2-chlorophenoxy)phenyl)-3-((R)-1,1-dimethylethylsulfinamido)propanoate